O=C1N[C@@H]([C@H]1CC1=CC(=NC=C1)N(C(=O)OC(C)(C)C)C(=O)OC(C)(C)C)C(NCC1=C(C=C(C=C1OC)OC)OC)=O di-tert-butyl [4-({(3R,4S)-2-oxo-4-[(2,4,6-trimethoxybenzyl)carbamoyl]azetidin-3-yl}methyl)pyridin-2-yl]imidodicarbonate